N,N-dimethyl-2-[5-methyl-3-[7-morpholino-5-[3-(2-pyridyl)pyrazol-1-yl]pyrazolo[1,5-a]pyrimidin-2-yl]pyrazol-1-yl]ethanamine CN(CCN1N=C(C=C1C)C1=NN2C(N=C(C=C2N2CCOCC2)N2N=C(C=C2)C2=NC=CC=C2)=C1)C